N-(2-chloro-4-methylphenyl)-2-(methoxymethyl)-6-({[2-(trifluoromethyl)phenyl]carbonyl}amino)-1H-benzoimidazole-4-carboxamide ClC1=C(C=CC(=C1)C)NC(=O)C1=CC(=CC=2NC(=NC21)COC)NC(=O)C2=C(C=CC=C2)C(F)(F)F